N-((S)-1-(4-amino-1-methyl-1H-indol-3-yl)ethyl)-7-methoxy-2-methyl-6-(((S)-tetrahydrofuran-3-yl)oxy)quinazolin-4-amine NC1=C2C(=CN(C2=CC=C1)C)[C@H](C)NC1=NC(=NC2=CC(=C(C=C12)O[C@@H]1COCC1)OC)C